FC1=C(C=C2N=CC=NC2=C1)COC1=CC=CC(=N1)C1CCN(CC1)CC1=NC2=C(N1C[C@H]1OCC1)C=C(C=C2)C(=O)OC(C)(C)C tert-butyl (S)-2-((4-(6-((7-fluoroquinoxalin-6-yl) methoxy) pyridin-2-yl) piperidin-1-yl) methyl)-1-(oxetan-2-ylmethyl)-1H-benzo[d]imidazole-6-carboxylate